3'-(9H-carbazol-9-yl)biphenyl C1=CC=CC=2C3=CC=CC=C3N(C12)C=1C=C(C=CC1)C1=CC=CC=C1